trimethyl-allyl-amine monomethyl-carbonate salt COC(O)=O.CC(CN)=C(C)C